4-(4-(4-(dimethoxymethyl)piperidin-1-yl)-3-fluorophenyl)-3-(4-fluoro-3-methylphenyl)chroman-7-ol COC(C1CCN(CC1)C1=C(C=C(C=C1)C1C(COC2=CC(=CC=C12)O)C1=CC(=C(C=C1)F)C)F)OC